CC1=NC2=C(N1CC1=CC=C(C=C1)S(=O)(=O)C)C=C(C=C2NS(=O)(=O)CC)C=2C1=C(C(N(C2)C)=O)NC=C1 N-(2-methyl-6-(6-methyl-7-oxo-6,7-dihydro-1H-pyrrolo[2,3-c]pyridin-4-yl)-1-(4-(methylsulfonyl)benzyl)-1H-benzo[d]imidazol-4-yl)ethanesulfonamide